FC1=C(N)C=C(C(=C1)OC1=CC=2N(C=C1)N=CN2)C 2-fluoro-5-methyl-4-{[1,2,4]triazolo[1,5-a]pyridin-7-yloxy}aniline